FC=1C(=C(C=C(C1)C(C)C)[C@@H](C(=O)O)N1C[C@@H](CC1)N(CCCCC[C@@H]1NC2=NC=CC=C2CC1)C)OC (S)-2-(3-fluoro-5-isopropyl-2-methoxyphenyl)-2-((R)-3-(methyl(5-((S)-1,2,3,4-tetrahydro-1,8-naphthyridin-2-yl)pentyl)amino)pyrrolidin-1-yl)acetic acid